7-(benzyloxy)-2,3-dihydrospiro[1-benzopyran-4,1'-cyclopropane]-2'-Formic acid C(C1=CC=CC=C1)OC1=CC2=C(C=C1)C1(C(C1)C(=O)O)CCO2